C(#N)CC1N(CCN(C1)C=1C2=C(N=C(N1)SC)CN(CC2)C2=CC=CC1=CC=CC=C21)C(=O)OCC2=CC=CC=C2 benzyl 2-(cyanomethyl)-4-[2-methylsulfanyl-7-(1-naphthyl)-6,8-dihydro-5H-pyrido[3,4-d]pyrimidin-4-yl]piperazine-1-carboxylate